(R)-(4-(4-methoxypyrazolo[1,5-a]pyridin-2-yl)-6,7-dihydro-1H-imidazo[4,5-c]pyridin-5(4H)-yl)(6-(1-methyl-1H-pyrazol-3-yl)pyrazolo[1,5-a]pyridin-3-yl)methanone COC=1C=2N(C=CC1)N=C(C2)[C@@H]2N(CCC1=C2N=CN1)C(=O)C=1C=NN2C1C=CC(=C2)C2=NN(C=C2)C